(1R)-1-[1-(3,5-Dimethylisoxazol-4-yl)-1H-pyrazol-4-yl]-6-azaspiro[2.5]octan-6-sulfonamid CC1=NOC(=C1N1N=CC(=C1)[C@@H]1CC12CCN(CC2)S(=O)(=O)N)C